CC1=C(SC(=C1)C1=NO[C@](C1)(C(F)(F)F)C1=CC(=C(C(=C1)Cl)Cl)Cl)C(=O)O 3-methyl-5-[(5S)-5-(3,4,5-trichlorophenyl)-5-(trifluoromethyl)-4H-isoxazol-3-yl]thiophene-2-carboxylic acid